O(S(=O)(=O)C(F)(F)F)C1=CC(=CC2=CC=CC(=C12)C#C[Si](C(C)C)(C(C)C)C(C)C)OCOC 3-(methoxymethoxy)-8-((triisopropylsilyl)ethynyl)naphthalen-1-yl triflate